3-Methoxy-4,5-methylendioxyamphetamin COC=1C=C(CC(N)C)C=C2C1OCO2